C(C=C)(=O)OCCCCCCCC[Si](I)(I)I acryloxyoctyltriiodosilane